methyl dichloronicotinate ClC1=NC(=C(C(=O)OC)C=C1)Cl